CC1=CN=NN1C1=C(C#N)C=CC=C1 (5-methyl-1H-1,2,3-triazol-1-yl)benzonitrile